N-(7-(2-fluoro-5-(piperidin-1-ylmethyl)phenyl)quinolin-4-yl)benzo[d]thiazol-5-amine FC1=C(C=C(C=C1)CN1CCCCC1)C1=CC=C2C(=CC=NC2=C1)NC=1C=CC2=C(N=CS2)C1